rel-3-chloro-4-[(3,5-difluoropyridin-2-yl)methoxy]-2'-[3-(2-hydroxypropan-2-yl)pyrazol-1-yl]-3',5',6-trimethyl-[1,4'-bipyridin]-2-one ClC=1C(N(C(=CC1OCC1=NC=C(C=C1F)F)C)C1=C(C(=NC=C1C)N1N=C(C=C1)C(C)(C)O)C)=O